N1(CCOCC1)C(=O)C=1C=CC2=C(N=C(S2)C=O)C1 5-(morpholine-4-carbonyl)benzo[d]thiazole-2-carbaldehyde